4-(Cyclopropoxy)pyrimidine-5-carbaldehyde C1(CC1)OC1=NC=NC=C1C=O